C(#C)C1=CNC2=NC=C(C=C21)C=2C=C1CCN(CC1=C(C2)[C@H]2NCCOC2)C(C(C)(C)O)=O (R)-1-(6-(3-ethynyl-1H-pyrrolo[2,3-b]pyridin-5-yl)-8-(morpholin-3-yl)-3,4-Dihydroisoquinolin-2(1H)-yl)-2-hydroxy-2-methylpropan-1-one